C1(=CC=C(C=C1)C[C@H](NC(C(C(=O)NCCC1=CC(=CC=C1)OC)C)=O)B(O)O)C1=CC=CC=C1 ((1R)-2-([1,1'-biphenyl]-4-yl)-1-(3-((3-methoxyphenethyl)amino)-2-methyl-3-Oxopropionamido)ethyl)boronic acid